FC1(C(NCCC1)=O)F 3,3-difluoropiperidin-2-one